C1(=C(C=CC=C1)OCC(CN1C(=NC=C1)C)O)C1=CC=CC=C1 1-[([1,1'-biphenyl]-2-yl)oxy]-3-(2-methyl-1H-imidazol-1-yl)propan-2-ol